(R)-3-methyl-1-(4-(4-(1-(pent-3-yl)-1H-pyrazol-4-yl)pyrazolo[1,5-a]pyrazin-6-yl)-1H-pyrazol-1-yl)butane-2,3-diol CC([C@@H](CN1N=CC(=C1)C=1N=C(C=2N(C1)N=CC2)C=2C=NN(C2)C(CC)CC)O)(C)O